Pent-4-enyl butyrate C(CCC)(=O)OCCCC=C